5-((4-(cyclohexyloxy)-5-methylpyrimidin-2-yl)amino)benzo[c][1,2]oxaborol-1(3H)-ol C1(CCCCC1)OC1=NC(=NC=C1C)NC1=CC2=C(B(OC2)O)C=C1